2-(p-tolyl)isoindoline C1(=CC=C(C=C1)N1CC2=CC=CC=C2C1)C